CC1=C(CN2C3=C(C(=C(CC2=O)C(=O)OC)O)C=CC=C3)C=CC=C1C Methyl 1-(2,3-dimethylbenzyl)-5-hydroxy-2-oxo-2,3-dihydro-1H-benzo[b]azepine-4-carboxylate